2-(4-{6-[(cyclopropylmethyl)amino]-1'-methyl-6'-oxo-1',6'-dihydro-[3,4'-bipyridine]-3'-yl}-1H-pyrazol-1-yl)-6-fluorobenzonitrile C1(CC1)CNC1=CC=C(C=N1)C=1C(=CN(C(C1)=O)C)C=1C=NN(C1)C1=C(C#N)C(=CC=C1)F